methyl (S)-5-(2-(4-(5-(3,5-difluorophenyl)-4,5-dihydro-1H-pyrazole-1-carbonyl)piperazin-1-yl)-5-fluoropyrimidin-4-yl)-1H-pyrrole-3-carboxylate FC=1C=C(C=C(C1)F)[C@@H]1CC=NN1C(=O)N1CCN(CC1)C1=NC=C(C(=N1)C1=CC(=CN1)C(=O)OC)F